C[C@@]12C(CC[C@H]1[C@@H]1CCC3=CC(CC[C@]3(C)[C@H]1CC2)=O)=O androst-4-en-3,17-dione